COC1=CC=C2C(=CNC2=C1)C(=O)C1=CC(=C(C(=C1)OC)OC)OC (6-methoxy-1H-indol-3-yl)(3,4,5-trimethoxyphenyl)methanone